F[Sb-](F)(F)(F)(F)F.OC(CO[I+]C1=CC=CC=C1)CCCCCCCCCCCC (2-hydroxy-1-tetradecyloxy)phenyl-iodonium hexafluoroantimonate